Br.N=1SN=C2C1C=CC=C2CNC=2OC(=NN2)C N-[(2,1,3-benzothiadiazol-4-yl)methyl]-5-methyl-1,3,4-oxadiazol-2-amine hydrobromide